2-chloro-N-(1-(4-fluorophenyl)-2-oxocyclohexyl)acetamide ClCC(=O)NC1(C(CCCC1)=O)C1=CC=C(C=C1)F